ClC1=CC=C(C(=N1)C(=O)O)N[C@H](C)C1=CC(=CC=2N=C3C(=NC12)OC[C@H]1N3CCOC1)C 6-chloro-3-(((R)-1-((S)-10-methyl-1,2,4a,5-tetrahydro-4H-[1,4]oxazino[4',3':4,5][1,4]oxazino[2,3-b]quinoxalin-8-yl)ethyl)amino)picolinic acid